FC=1C=C(C=C(C1C(=O)NC1=CC(=C(C=C1)O)NS(=O)(=O)C1=CC=C(C=C1)F)F)C1=CC=CC=C1 3,5-difluoro-N-(3-((4-fluorophenyl)sulfonamido)-4-hydroxyphenyl)-[1,1'-biphenyl]-4-carboxamide